2-fluoro-N-(6-(5-(hydroxymethyl)-2-oxoindol-4-yl)imidazo[1,2-a]pyridin-2-yl)cyclopropane-1-carboxamide FC1C(C1)C(=O)NC=1N=C2N(C=C(C=C2)C=2C3=CC(N=C3C=CC2CO)=O)C1